5-chloro-N-[(1S)-3-(methylamino)-1-[[(3S,5R)-5-methyl-2-oxo-pyrrolidin-3-yl]methyl]-2,3-dioxo-propyl]-2-[2-[6-(trifluoromethyl)-3-pyridyl]propanoylamino]benzamide ClC=1C=CC(=C(C(=O)N[C@H](C(C(=O)NC)=O)C[C@H]2C(N[C@@H](C2)C)=O)C1)NC(C(C)C=1C=NC(=CC1)C(F)(F)F)=O